methyl 2-((3-(benzyloxy)-6-bromo-1-fluoronaphthalen-2-yl)(sulfamoyl)amino)acetate C(C1=CC=CC=C1)OC=1C(=C(C2=CC=C(C=C2C1)Br)F)N(CC(=O)OC)S(N)(=O)=O